5-(2-fluoro-4-phenoxyphenyl)-7-((3R,6R)-6-methyltetrahydro-2H-pyran-3-yl)imidazo[5,1-f][1,2,4]triazin-4-amine FC1=C(C=CC(=C1)OC1=CC=CC=C1)C=1N=C(N2N=CN=C(C21)N)[C@@H]2CO[C@@H](CC2)C